C(C1=CC=CC=C1)N1C=NC2=CC(=CC=C2C1=O)C=1C=NNC1 3-benzyl-7-(1H-pyrazol-4-yl)quinazolin-4(3H)-one